ClC1=CC(=C(C=C1)C(C(=O)O)NC1=CC(=CC(=C1)S(=O)(=O)C)OC)OCCO 2-(4-chloro-2-(2-hydroxyethoxy)phenyl)-2-((3-methoxy-5-(methylsulfonyl)phenyl)amino)acetic acid